2-(4-ethynylpiperidin-1-yl)acetate C(#C)C1CCN(CC1)CC(=O)[O-]